FC=1C(=NC(=NC1C1=C(C=CC=C1)C)NS(=O)(=O)C=1C=NN(C1)C)OC1=CC(=CC=C1)N1CCN(CC1)C N-[5-fluoro-4-[3-(4-methylpiperazin-1-yl)phenoxy]-6-(o-tolyl)pyrimidin-2-yl]-1-methyl-pyrazole-4-sulfonamide